5-(1-methanesulfonylcyclopropyl)-N-[3-(4-pyrimidin-5-ylthiazol-2-yl)-1-bicyclo[1.1.1]pentyl]furan-2-carboxamide tert-butyl-(trans-3-((3,4-difluorobenzyl)oxy)cyclobutyl)carbamate C(C)(C)(C)N(C(O)=O)[C@@H]1C[C@H](C1)OCC1=CC(=C(C=C1)F)F.CS(=O)(=O)C1(CC1)C1=CC=C(O1)C(=O)NC12CC(C1)(C2)C=2SC=C(N2)C=2C=NC=NC2